1,3-dimethyl-pyridine-2-one CN1C(C(=CC=C1)C)=O